(4-(3-((4-phenoxyphenyl)amino)-1,4,5,6,8-pentaaza-acenaphthylen-5(1H)-yl)cyclohexyl)methanol O(C1=CC=CC=C1)C1=CC=C(C=C1)NC=1C2=CNC=3N=CN=C(N(N1)C1CCC(CC1)CO)C32